[Si](C)(C)(C(C)(C)C)O[C@H](C)C1=CC=C(N)C=C1 4-(1-(R)-((tert-butyldimethylsilyl)oxy)ethyl)aniline